8-(1-ethylcyclopentyloxycarbonylmethyloxycarbonyl)-tetracyclo[4.4.0.12,5.17,10]-3-dodecene C(C)C1(CCCC1)OC(=O)COC(=O)C1C2C3C4C=CC(C3C(C1)C2)C4